C1=C(C=CC=2C3=CC=CC=C3C3(C12)C1=CC=CC=C1C=1C=CC=CC13)C1=CC=3C2(C4=CC=CC=C4C3C=C1)C1=CC=CC=C1C=1C=CC=CC12 2-(9,9'-spirobifluoren-2-yl)-9,9'-spirobifluoren